C(C)(=O)ON=C(C1CCCCC1)C1CCCCC1 1-cyclohexylketone 1-(O-acetyloxime)